4',4-methylene diisocyanate C(N=C=O)N=C=O